NC1=NC=CC(=C1)C[C@@H]1[C@H](N(C1=O)C(=O)N[C@H](CC)C1=CC=CC=C1)C(=O)N(C)C=1N=CN(C1)C (2S,3R)-3-((2-aminopyridin-4-yl)methyl)-N2-(1-methyl-1H-imidazol-4-yl)-N1-((R)-1-phenylpropyl)-N2-methyl-4-oxoazetidine-1,2-dicarboxamide